O=C1NC(CCC1N1C(C2=CC=C(C=C2C1)N1CCN(CC1)C1CC(C1)C(=O)OC(C)(C)C)=O)=O tert-butyl 3-(4-(2-(2,6-dioxopiperidin-3-yl)-1-oxoisoindolin-5-yl)piperazin-1-yl)cyclobutane-1-carboxylate